FC(OC1=CC=C(C=C1)C=1C2=C(N=C(N1)C=O)SC=N2)(F)F 7-(4-(trifluoromethoxy)phenyl)thiazolo[5,4-d]pyrimidine-5-carbaldehyde